3-(((tert-butyldimethylsilyl)oxy)methyl)-4-methoxyaniline [Si](C)(C)(C(C)(C)C)OCC=1C=C(N)C=CC1OC